C(C)OC(=O)C1=NC=2CC\C(\C(C2C=C1)=O)=C/C1CCCC1.BrC1=CC=C2C(C(N(C2=C1)C1CC(C1)(N1CCCCC1)C)=O)(C)C 6-bromo-3,3-dimethyl-1-((1s,3s)-3-methyl-3-(piperidin-1-yl)cyclobutyl)indolin-2-one (E)-ethyl-6-cyclopentylmethylene-5-oxo-5,6,7,8-tetrahydroquinoline-2-carboxylate